L-2,6-dichlorobenzonitrile ClC1=C(C#N)C(=CC=C1)Cl